(R)-(-)-5-(1-(tert-butylsulfinylimino)-3-cyclopropyl)pyridinecarboxamide C(C)(C)(C)S(=O)N=C1C[C@@H]1C=1C=CC(=NC1)C(=O)N